tert-butyl N-[4-[6-chloro-1-(2-trimethylsilylethoxymethyl)pyrrolo[3,2-c]pyridin-2-yl]-2-pyridyl]-N-(2,2,2-trifluoroethyl)carbamate ClC1=CC2=C(C=N1)C=C(N2COCC[Si](C)(C)C)C2=CC(=NC=C2)N(C(OC(C)(C)C)=O)CC(F)(F)F